(1S,3S)-3-((6-(1-methyl-5-(((((R)-1-phenylethoxy)carbonyl)amino)methyl)-1H-1,2,3-triazol-4-yl)pyridin-3-yl)oxy)cyclohexane-1-carboxylic acid CN1N=NC(=C1CNC(=O)O[C@H](C)C1=CC=CC=C1)C1=CC=C(C=N1)O[C@@H]1C[C@H](CCC1)C(=O)O